C(C)[O+](CC)CC triethyl-oxidanium